2-cyano-2,3-diisobutylbutanedioic acid di-n-propyl ester C(CC)OC(C(C(C(=O)OCCC)CC(C)C)(CC(C)C)C#N)=O